6-chloro-3,4-dihydro-1H-1,7-naphthyridin-2-one ClC=1C=C2CCC(NC2=CN1)=O